ClC1=NC2=CC=CC=C2C=C1C=1C=C(C#N)C=CC1 3-(2-chloroquinolin-3-yl)benzonitrile